2-(1H-Imidazol-1-yl)-N-((1r,3r)-3-(2-methoxyethoxy)cyclobutyl)-5H-pyrrolo[3,2-d]pyrimidine-4-carboxamide N1(C=NC=C1)C=1N=C(C2=C(N1)C=CN2)C(=O)NC2CC(C2)OCCOC